P(=O)(O)(O)OC1(OC=2C=CC=C(C2C=C1)O)C1=CC=CC=C1 5-oxa-6-phosphono-6-phenyl-1,6-naphthalene-diol